C(C)NCCO 2-ethylaminoethanol